ClC=1C(N(C=C(C1C1=C(C=C(C=C1)F)Cl)C1=CC(=CC(=C1)OC)OC)OCC1=CC=CC=C1)=O 3-chloro-4-(2-chloro-4-fluorophenyl)-5-(3,5-dimethoxyphenyl)-1-(phenylmethoxy)-2(1H)-pyridone